rac-9-fluoro-3,4-dihydro-2H-spiro[benzo[b]oxepine-5,4'-oxazolidin]-2'-one FC1=CC=CC2=C1OCCC[C@@]21NC(OC1)=O |r|